C(C1=CC=CC=C1)N1CC(OCCC1)CN1CCC(CC1)C1=CC=C(C=C1)Cl 4-benzyl-2-{[4-(4-chlorophenyl)piperidin-1-yl]methyl}-1,4-oxazepane